BrC=1C(=CC(=C(OCCCO)C1)[N+](=O)[O-])F 3-(5-bromo-4-fluoro-2-nitrophenoxy)propan-1-ol